C(C(CCCCCCCCCC)O)O 1,2-Dodecandiol